Cl.ClC1=CC=C(C=C1)C1=NOC(=N1)C1CCNCC1 4-[3-(4-chlorophenyl)-1,2,4-oxadiazol-5-yl]piperidine hydrochloride